N-(2,6-dimethylpyrimidin-4-yl)-5-[2-methyl-5-[[(1S,5R,7s)-3-oxa-9-azabicyclo[3.3.1]nonan-7-yl]oxy]-4-pyridyl]pyrazolo[1,5-a]pyridin-2-amine CC1=NC(=CC(=N1)NC1=NN2C(C=C(C=C2)C2=CC(=NC=C2OC2C[C@@H]3COC[C@H](C2)N3)C)=C1)C